C1(CC1)C1=C(C(=NO1)C1=C(C=CC=C1Cl)Cl)COC1CCN(CC1)C1=CC=C(C=C1)CC(=O)O 2-(4-(4-((5-cyclopropyl-3-(2,6-dichlorophenyl)isoxazol-4-yl)methoxy)piperidin-1-yl)phenyl)acetic acid